BrCC(C(CCCC1(CC1)CS(=O)(=O)CC(=O)OC)(C)C=1C=C(C=CC1)CCC(=O)OC)=O methyl 3-(3-(1-bromo-6-(1-(((2-methoxy-2-oxoethyl)sulfonyl)methyl) cyclopropyl)-3-methyl-2-oxohexan-3-yl)phenyl)propanoate